BrC=1N=C(N2C1C=CC=C2)C(C)(C)NC(=O)C2[C@H]1CN(C[C@@H]2C1)C(=O)OC(C)(C)C tert-butyl (1R,5S,6s)-6-((2-(1-bromoimidazo[1,5-a]pyridin-3-yl)propan-2-yl)carbamoyl)-3-azabicyclo[3.1.1]heptane-3-carboxylate